C1(CC1)C1=NC=NC(=C1)C1CC1 4,6-Dicyclopropylpyrimidine